(2,2-dibromoethenyl)-5-methoxyphenol BrC(=CC1=C(C=C(C=C1)OC)O)Br